3-((5-(4-fluoro-3-hydroxyphenyl)isoxazol-3-yl)methyl)-2-methylpyrimidin-4(3H)-one FC1=C(C=C(C=C1)C1=CC(=NO1)CN1C(=NC=CC1=O)C)O